C1(CCC1)C1=CC(=C(C=C1C)N1C(C=CC2=CC(=CC=C12)S(=O)(=O)N(C=1OC=CN1)CC1=C(C=C(C=C1)OC)OC)=O)OC (P)-1-(4-cyclobutyl-2-methoxy-5-methylphenyl)-N-(2,4-dimethoxybenzyl)-N-(oxazol-2-yl)-2-oxo-1,2-dihydroquinoline-6-sulfonamide